(S)-N-(5-(difluoromethoxy)-1H-pyrazol-3-yl)-5-(1-(pyridin-3-yl)ethyl)-5H-pyrrolo[2,3-b]pyrazin-3-amine FC(OC1=CC(=NN1)NC1=CN=C2C(=N1)N(C=C2)[C@@H](C)C=2C=NC=CC2)F